(4-((5-chloro-4-(1-methyl-1H-pyrazol-4-yl)pyrimidin-2-yl)amino)-3-methoxyphenyl)(2,2-dimethylmorpholino)methanone ClC=1C(=NC(=NC1)NC1=C(C=C(C=C1)C(=O)N1CC(OCC1)(C)C)OC)C=1C=NN(C1)C